C=1N=CN2C1C(=CC=C2)C(=O)N2CC(C(CC2)C2=CC=CC=C2)NC(CNS(=O)(=O)C)=O N-(1-(imidazo[1,5-a]pyridine-8-carbonyl)-4-phenylpiperidin-3-yl)-2-(methylsulfonamido)acetamide